Methyl 4-((2-((2,4,6-trioxo-tetrahydropyrimidin-5(6H)-ylidene)methyl)phenoxy)methyl)benzoate O=C1NC(C(C(N1)=O)=CC1=C(OCC2=CC=C(C(=O)OC)C=C2)C=CC=C1)=O